1-(indolin-6-yl)-6-(6-((1-methylpyrrolidin-3-yl)methoxy)pyridin-3-yl)-1H-benzo[d]imidazole N1CCC2=CC=C(C=C12)N1C=NC2=C1C=C(C=C2)C=2C=NC(=CC2)OCC2CN(CC2)C